FC1=CC(=C(C(=C1)C)C1=CNC(C2=CC(=CC=C12)OCC(=O)O)=O)C 2-((4-(4-fluoro-2,6-dimethylphenyl)-1-oxo-1,2-dihydroisoquinolin-7-yl)oxy)acetic acid